ClC1=C(C(=O)NC(C)(C)C#N)C=C(C=C1)NC1=NOC(C1)(C(F)(F)F)C1=CC(=C(C(=C1)Cl)F)Cl 2-chloro-N-(1-cyano-1-methyl-ethyl)-5-[[5-(3,5-dichloro-4-fluoro-phenyl)-5-(trifluoromethyl)-4H-isoxazol-3-yl]amino]benzamide